5-(2-methoxyethoxy)-4-(trifluoromethyl)aniline COCCOC=1C(=CC=C(N)C1)C(F)(F)F